(S)-3-(1-(4-(6-(4-chloro-3,5-dimethyl-1H-pyrazol-1-yl)pyrimidin-4-yl)piperazine-1-carbonyl)-4,5-dihydro-1H-pyrazol-5-yl)-5-fluorobenzonitrile ClC=1C(=NN(C1C)C1=CC(=NC=N1)N1CCN(CC1)C(=O)N1N=CC[C@H]1C=1C=C(C#N)C=C(C1)F)C